Tert-butyl[(1r,4r)-4-(4-hydroxyphenoxy)cyclohexyl]carbamate C(C)(C)(C)OC(NC1CCC(CC1)OC1=CC=C(C=C1)O)=O